(3R,4R)-3-((R)-5H-imidazo[5,1-a]isoindol-5-yl)oxepan-4-ol C=1N=CN2C1C1=CC=CC=C1[C@H]2[C@@H]2COCCC[C@H]2O